Sodium-aluminum oxide [O-2].[Al+3].[Na+].[O-2]